(S)-1-methylpyrrolidin-3-yl (R)-1-((2-((4-((2-(6-methylpyridin-2-yl)pyrimidin-4-yl)amino)pyrimidin-2-yl)amino)thiazol-4-yl)methyl)piperidine-3-carboxylate CC1=CC=CC(=N1)C1=NC=CC(=N1)NC1=NC(=NC=C1)NC=1SC=C(N1)CN1C[C@@H](CCC1)C(=O)O[C@@H]1CN(CC1)C